BrCC(=O)C=1C=NC(=CC1)C(F)F 2-bromo-1-[6-(difluoromethyl)-3-pyridyl]ethanone